4,6-dichloro-2-(2-(methoxymethyl)-7-methylquinoxalin-5-yl)benzo[d]thiazole ClC1=CC(=CC2=C1N=C(S2)C2=C1N=CC(=NC1=CC(=C2)C)COC)Cl